N-(6-(4-(1-(Cyclopropylamino)-1-oxopropan-2-yl)piperazin-1-yl)-2,2-dimethyl-2,3-dihydrobenzofuran-5-yl)pyrazolo[1,5-a]pyrimidine-3-carboxamide C1(CC1)NC(C(C)N1CCN(CC1)C1=CC2=C(CC(O2)(C)C)C=C1NC(=O)C=1C=NN2C1N=CC=C2)=O